2-[4-(1-Acetylpyrrolidin-3-yl)-1H-imidazol-2-yl]-4-[1-(4-chlorobenzyl)-1H-pyrazol-4-yl]pyridine C(C)(=O)N1CC(CC1)C=1N=C(NC1)C1=NC=CC(=C1)C=1C=NN(C1)CC1=CC=C(C=C1)Cl